C(CC(=O)[O-])(=O)OC(C1=CC=CC=C1)NC1=CC=C(C=C1)S(NC=1OC=CN1)(=O)=O (((4-(N-(oxazol-2-yl) sulfamoyl) phenyl) amino) (phenyl) methyl) malonate